1-methyl-7-nitroquinazolin-4(1H)-one CN1C=NC(C2=CC=C(C=C12)[N+](=O)[O-])=O